NCC1=NC2=C(N1)C=C(C(=C2)C)C(=O)NC2(CC2)C2=CC=CC1=CC=CC=C21 2-(Aminomethyl)-5-methyl-N-(1-(naphthalen-1-yl)cyclopropyl)-1H-benzo[d]imidazole-6-carboxamide